benzyl 2-amino-5-[1-(2-[2-[2-([3-[1-(2,6-dioxopiperidin-3-yl)-3-methyl-2-oxo-1,3-benzodiazol-5-yl]prop-2-yn-1-yl]oxy)ethoxy]ethoxy]ethyl)pyrazol-4-yl]pyridine-3-carboxylate NC1=NC=C(C=C1C(=O)OCC1=CC=CC=C1)C=1C=NN(C1)CCOCCOCCOCC#CC1=CC2=C(N(C(N2C)=O)C2C(NC(CC2)=O)=O)C=C1